(3S)-3-methyl-1-[3-(4-methyl-1H-1,3-benzodiazol-2-yl)-5-[3-(trifluoromethyl)pyrrolidine-1-carbonyl]pyridin-4-yl]pyrrolidin-3-amine C[C@]1(CN(CC1)C1=C(C=NC=C1C(=O)N1CC(CC1)C(F)(F)F)C1=NC2=C(N1)C=CC=C2C)N